COC(=O)N1[C@H](CCC2=C3C(=CC=C12)N(C(=N3)CCN3N=CC=C3)[C@@H]3CC[C@H](CC3)C(=O)O)C trans-4-[(7S)-6-(methoxycarbonyl)-7-methyl-2-[2-(1H-pyrazol-1-yl)ethyl]-3H,6H,7H,8H,9H-imidazo[4,5-f]quinolin-3-yl]cyclohexane-1-carboxylic acid